S1C(=NC2=C1C=CC=C2)NC2=C(C=C(N=N2)N(C=2SC(=C(N2)C(=O)O)CCCOC2=C(C=C(C=C2)C#CCNC)F)CCCC#C)C 2-[[6-(1,3-benzothiazol-2-ylamino)-5-methyl-pyridazin-3-yl]-pent-4-ynyl-amino]-5-[3-[2-fluoro-4-[3-(methylamino)prop-1-ynyl]phenoxy]propyl]thiazole-4-carboxylic acid